IC1CCC2=C(N(C1=O)C)C=NN2C 6-iodo-1,4-dimethyl-7,8-dihydropyrazolo[4,3-b]azepine-5(1H,4H,6H)-one